octahydro-naphthylamine C1(CCCC2CCCC=C12)N